C(#N)[C@@]1(CC12CC2)C=2C=C1C=C(N=CC1=CC2)NC(=O)[C@H]2CC21CCOCC1 (S)-N-(6-((R)-1-cyanospiro[2.2]pentan-1-yl)isoquinolin-3-yl)-6-oxaspiro[2.5]octane-1-carboxamide